FC1CC(N(C1)C(CC1=NN(C2=CC=CC=C12)C)=O)C(=O)NC(C1=CC=CC=C1)C1=CC(=C(C=C1)C1(CC1)C)F 4-fluoro-N-{[3-fluoro-4-(1-methylcyclopropyl)phenyl](phenyl)methyl}-1-[2-(1-methyl-1H-indazol-3-yl)acetyl]pyrrolidine-2-carboxamide